5,10-dihydrophenoxazine C1=CC=CC=2OC3=CC=CC=C3NC12